CN1N=C(C=C1C(=O)N[C@H](C)C1=NC(=NO1)C1=CC(=NC=C1)C)C(F)(F)F 2-methyl-N-[(1R)-1-[3-(2-methyl-4-pyridinyl)-1,2,4-oxadiazol-5-yl]ethyl]-5-(trifluoromethyl)pyrazole-3-carboxamide